O=C1N(CC2=CC(=CC=C12)[Sn](CCCC)(CCCC)CCCC)C1C(NC(CC1)=O)=O 3-(1-Oxo-5-(tributylstannyl)isoindolin-2-yl)piperidine-2,6-dione